ClC=1C(=C(C=CC1Cl)[C@@H]1N(OCC1)C1=CC(=NC=N1)NC=1C(=CC(=C(C1)NC(C=C)=O)N1CCC(CC1)N(C)C)OC)F N-(5-((6-((R)-3-(3,4-dichloro-2-fluorophenyl)isoxazolidine-2-yl)pyrimidine-4-yl)amino)-2-(4-(dimethyl-amino)piperidine-1-yl)-4-methoxy-phenyl)acrylamide